2-methyl-6-(oct-2-en-1-yl)-N-(quinolin-8-yl)benzamide CC1=C(C(=O)NC=2C=CC=C3C=CC=NC23)C(=CC=C1)CC=CCCCCC